COC(=O)C=1C=CC2=CN(N=C2C1)C1CCC(CC1)CO.SC(C)O[Si](OCC)(OCC)CC sulfhydryl-ethyl-triethoxysilane methyl-2-((1r,4r)-4-(hydroxymethyl)cyclohexyl)-2H-indazole-6-carboxylate